FMOC-N-methyl-gamma-aminobutyric acid CN(CCCC(=O)O)C(=O)OCC1C2=CC=CC=C2C3=CC=CC=C13